(S)-7-((9,9-difluoro-9H-fluorene-3-carbonyl)glycyl)-1,4-dioxa-7-azaspiro[4.4]nonane-8-carboxylic acid FC1(C2=CC=CC=C2C=2C=C(C=CC12)C(=O)NCC(=O)N1CC2(OCCO2)C[C@H]1C(=O)O)F